C(CC)(=O)OC=1C=CC=2C[C@@H]3[C@@H]4C=C[C@@H]([C@H]5[C@@]4(C2C1O5)CCN3C)OC(CC)=O morphine (dipropionate)